FC=1C(=NC=CC1CO)NC(=O)NCC#C 1-(3-fluoro-4-(hydroxymethyl)pyridin-2-yl)-3-(prop-2-yn-1-yl)urea